1-acetyl-4-[4-({(1R)-1-[3-(1,1-difluoroethyl)phenyl]ethyl}amino)-2-methylpyrido[3,4-d]pyrimidin-6-yl]-1,4lambda5-azaphosphinan-4-one C(C)(=O)N1CCP(CC1)(=O)C1=CC2=C(N=C(N=C2N[C@H](C)C2=CC(=CC=C2)C(C)(F)F)C)C=N1